(R)-4-(2-bromo-5-ethyl-7-oxo-4,7-dihydro-[1,2,4]triazolo[1,5-a]pyrimidin-6-yl)-2-methylpiperazine-1-carboxylic acid tert-butyl ester C(C)(C)(C)OC(=O)N1[C@@H](CN(CC1)C1=C(NC=2N(C1=O)N=C(N2)Br)CC)C